(1S,2R)-2-(5-amino-2-chlorophenyl)cyclobutanecarbonitrile NC=1C=CC(=C(C1)[C@H]1[C@H](CC1)C#N)Cl